OC1CC(=O)OCCC1 3-hydroxy-caprolactone